C(C1=CC=CC=C1)OC1=CC(=C(C(=O)OC2=C(C(=C(C(=O)O)C(=C2C)C)OC)C)C(=C1)C)OC 4-((4-(benzyloxy)-2-methoxy-6-methylbenzoyl)oxy)-2-methoxy-3,5,6-trimethylbenzoic acid